[N+](=O)([O-])C1=C(C(=O)OC(C2=C(C=CC=C2[N+](=O)[O-])[N+](=O)[O-])=O)C(=CC=C1)[N+](=O)[O-] 2,6-dinitrobenzoic anhydride